ClC1=CC(=C(S1)C1=CC=C(C(=N1)C)O[C@@H]1C[C@H](CCC1)C(=O)O)COC(N(C)[C@H](C)C1CC1)=O (1S,3S)-3-((6-(5-Chloro-3-(((((R)-1-cyclopropylethyl)(methyl)carbamoyl)oxy)methyl)thiophene-2-yl)-2-methylpyridin-3-yl)oxy)cyclohexane-1-carboxylic acid